2-(2-(2-((tert-butyldimethylsilyl)oxy)ethyl)-2,7-diazaspiro[3.5]nonan-7-yl)-3,4-dichlorophenol-3-d [Si](C)(C)(C(C)(C)C)OCCN1CC2(C1)CCN(CC2)C2C(=CC=C(C2([2H])Cl)Cl)O